4-(2-(4-chloro-3-fluorophenoxy)acetamido)bicyclo[2.1.1]hexane-1-carboxylic acid sodium salt [Na+].ClC1=C(C=C(OCC(=O)NC23CCC(C2)(C3)C(=O)[O-])C=C1)F